ClC1=NC=NC(=C1N)Cl 4,6-Dichloropyrimidin-5-amine